C(C)(C)(C)OC(=O)N1CC(C1)CCC(=O)O 3-(1-(tert-butoxycarbonyl)azetidin-3-yl)propanoic acid